O(CC1=C(C=CC=C1)OC1=CC=CC=C1)CC1=C(C=CC=C1)OC1=CC=CC=C1 (oxybis(methylene))bis(phenoxybenzene)